N1C=CC2=CC(=CC=C12)NC(CN1N=C(C=CC1=O)C1=CC=CC=C1)=O N-(1H-indol-5-yl)-2-(6-oxo-3-phenylpyridazin-1(6H)-yl)acetamide